(1R)-1-Ethyl-1-methyl-N-(1-methyl-2-oxo-2,3,4,5-tetrahydro-1H-imidazo[1,5-a][1,3]diazepin-3-yl)-1,3-dihydrofuro[3,4-c]pyridin-6-carboxamid C(C)[C@]1(OCC=2C=NC(=CC21)C(=O)NC2C(N(C=1N(CC2)C=NC1)C)=O)C